(5S)-2-bromo-5-(2-fluorophenyl)-6,7-dihydro-5H-pyrrolo[1,2-b][1,2,4]triazole BrC=1N=C2N(N1)[C@@H](CC2)C2=C(C=CC=C2)F